2-(methylsulfanyl)pyridine CSC1=NC=CC=C1